ethyl 7-(bicyclo[1.1.1]pentan-1-yl)-2-methoxyquinoline-3-carboxylate C12(CC(C1)C2)C2=CC=C1C=C(C(=NC1=C2)OC)C(=O)OCC